(S)-quinuclidin-3-yl ((R)-6-(4-butoxyphenyl)-7-fluoro-2,2-dimethyl-1,2,3,4-tetrahydronaphthalen-1-yl)carbamate C(CCC)OC1=CC=C(C=C1)C=1C=C2CCC([C@H](C2=CC1F)NC(O[C@@H]1CN2CCC1CC2)=O)(C)C